2,2-dimethyl-3,5-octanedione CC(C)(C(CC(CCC)=O)=O)C